3-(6-cyanopyridin-3-yl)-3-oxopropanoic acid ethyl ester C(C)OC(CC(=O)C=1C=NC(=CC1)C#N)=O